FC1(CC(C1)N1C(C(=CC=C1)NC(C1=C(C=C(C=C1)S(=O)(=O)C1COC1)N1CC[Si](CC1)(C)C)=O)=O)F N-(1-(3,3-difluorocyclobutyl)-2-oxo-1,2-dihydropyridin-3-yl)-2-(4,4-dimethyl-1,4-azasilinan-1-yl)-4-(oxetan-3-ylsulfonyl)benzamide